FC(C=1C=C(C=C(C1)C(F)(F)F)C1=CC=C(C=C1)/C(=C(/C(C(C(F)(F)F)(F)F)=O)\C#N)/O[Cu]O\C(=C(/C(C(C(F)(F)F)(F)F)=O)\C#N)\C1=CC=C(C=C1)C1=CC(=CC(=C1)C(F)(F)F)C(F)(F)F)(F)F bis(((Z)-1-(3',5'-bis(trifluoromethyl)-[1,1'-biphenyl]-4-yl)-2-cyano-4,4,5,5,5-pentafluoro-3-oxopent-1-en-1-yl)oxy)copper